3-bromo-5-methylaniline BrC=1C=C(N)C=C(C1)C